(cyclopropylcarbamoyl)-3-[(3R*)-5,5-dimethyl-2-oxopyrrolidin-3-yl]propyl acetate C(C)(=O)OCCC([C@@H]1C(NC(C1)(C)C)=O)C(NC1CC1)=O |o1:7|